1-(allyl)pyrrolidine C(C=C)N1CCCC1